FC1=C2C=CC=NC2=CC=C1NC1=NC=NC2=CC(=CC(=C12)O[C@H]1[C@H](CC1)O)C=1C=NN(C1)C (1S,2R)-2-((4-((5-fluoroquinolin-6-yl)amino)-7-(1-methyl-1H-pyrazol-4-yl)quinazolin-5-yl)oxy)cyclobutan-1-ol